BrC1=C2CN(C(C2=CC=C1CN1CCN(CC1)C1=CC=C(C=C1)NC1=NC=C2N=C(N(C2=N1)C1CCCC1)NC1=CC=CC=C1)=O)C1C(NC(CC1)=O)=O 3-(4-bromo-5-((4-(4-((9-cyclopentyl-8-(phenylamino)-9H-purin-2-yl)amino)phenyl)piperazin-1-yl)methyl)-1-oxoisoindolin-2-yl)piperidine-2,6-dione